OCC(C)OC1=C(CC2=C(C#N)C=CC=C2)C=C(C=C1C)C 2-(2-((1-hydroxypropan-2-yl)oxy)-3,5-dimethylbenzyl)benzonitrile